C1(=CC=CC=C1)C1CN(C1)C(=O)[C@@H]1CC[C@H](CC1)NC(OC(C)(C)C)=O tert-butyl ((trans)-4-(3-phenylazetidine-1-carbonyl)cyclohexyl)carbamate